N-(7-(hydroxyamino)-7-oxoheptyl)-2-((2,3-dihydrobenzofuran-3-yl)amino)pyrimidine-5-carboxamide lithium [Li].ONC(CCCCCCNC(=O)C=1C=NC(=NC1)NC1COC2=C1C=CC=C2)=O